tert-Butyl 3-(cyanoimino)-2-(3-ethoxy-2,2-dimethyl-3-oxopropyl)hexahydroimidazo[1,5-a]pyrazine-7(1H)-carboxylate C(#N)N=C1N(CC2N1CCN(C2)C(=O)OC(C)(C)C)CC(C(=O)OCC)(C)C